C=CC1=CCC(C=C1)=O 4-styreneOne